1-[4-(6-chloro-8-[(5-chloro-6-fluoro-1H-indazol-4-yl)oxy]-2-{[(3R,4R)-4-methoxy-1-methylpyrrolidin-3-yl]methoxy}pyrido[3,4-d]pyrimidin-4-yl)piperazin-1-yl]prop-2-en-1-one ClC1=CC2=C(N=C(N=C2N2CCN(CC2)C(C=C)=O)OC[C@H]2CN(C[C@@H]2OC)C)C(=N1)OC1=C2C=NNC2=CC(=C1Cl)F